1-(4-methoxyphenyl)-3-(naphthalen-2-yl)-5-phenyl-1H-pyrazole-4-carbaldehyde COC1=CC=C(C=C1)N1N=C(C(=C1C1=CC=CC=C1)C=O)C1=CC2=CC=CC=C2C=C1